2-{3-[(3S)-3-cyclopropylpiperazin-1-yl]-1,2,4-triazin-6-yl}-5-(pyrimidin-4-yl)phenol C1(CC1)[C@H]1CN(CCN1)C=1N=NC(=CN1)C1=C(C=C(C=C1)C1=NC=NC=C1)O